N1(N=CC=C1)C1=CC=C(CNC2=CC=NC=3N2N=CC3C3CC3)C=C1 7-((4-(1H-pyrazol-1-yl)benzyl)amino)-3-cyclopropylpyrazolo[1,5-a]pyrimidin